1,4-benzodiazepin-2-one N=1C(C=NC=C2C1C=CC=C2)=O